Fluoroborat F[B-](F)(F)F